N1-((1r,3r,5r,7r)-adamantan-2-yl)-N3-((5-(4-chlorophenyl)-1-(2,4-dichlorophenyl)-4-methyl-1H-pyrazol-3-yl)methyl)propane-1,3-diamine C12C(C3CC(CC(C1)C3)C2)NCCCNCC2=NN(C(=C2C)C2=CC=C(C=C2)Cl)C2=C(C=C(C=C2)Cl)Cl